CC1=C(C=CC=C1)C1=CC=CC=C1 2-Methylbiphenyl